COC(CC1(N(C2=CC=CC=C2CC1)C(=O)[O-])C1=CC=CC=C1)=O 2-(2-methoxy-2-oxoethyl)-2-phenyl-3,4-dihydroquinoline-1(2H)-carboxylate